arachidonoyl ketone C(CCC\C=C/C\C=C/C\C=C/C\C=C/CCCCC)(=O)C(=O)C(CCC\C=C/C\C=C/C\C=C/C\C=C/CCCCC)=O